4-((3-(4-(difluoromethoxy)phenyl)imidazo[1,2-a]pyrazin-8-yl)amino)-2-iodobenzoic acid FC(OC1=CC=C(C=C1)C1=CN=C2N1C=CN=C2NC2=CC(=C(C(=O)O)C=C2)I)F